acetic acid 4,4-dimethyl-1-vinylcyclohexyl ester CC1(CCC(CC1)(C=C)OC(C)=O)C